2'-(benzo[c][1,2,5]oxadiazol-5-yl)-3'-chloro-4-(trifluoromethyl)-[1,1'-biphenyl]-3-carboxylic acid N=1ON=C2C1C=CC(=C2)C2=C(C=CC=C2Cl)C2=CC(=C(C=C2)C(F)(F)F)C(=O)O